(2-(4-(benzyloxy)-6-((2R*,3S*,4S*,5R*)-3-(3,4-difluoro-2-methoxyphenyl)-4,5-dimethyl-5-(trifluoromethyl)tetrahydrofuran-2-yl)-2-methylpyridin-3-yl)propoxy)-2-methylpropan-2-ol C(C1=CC=CC=C1)OC1=C(C(=NC(=C1)[C@@H]1O[C@]([C@H]([C@H]1C1=C(C(=C(C=C1)F)F)OC)C)(C(F)(F)F)C)C)C(COCC(C)(O)C)C |o1:14,16,17,18|